FC1=C(C=C(C=C1)C1=NN=NN1)NC(=O)C=1C=CC(=C(C1)NC(=O)C1=NN(C2=CC=CC=C12)C)N1CCCCC1 N-(5-((2-fluoro-5-(1H-tetrazol-5-yl)phenyl)carbamoyl)-2-(piperidin-1-yl)phenyl)-1-methyl-1H-indazole-3-carboxamide